(2S,3'S)-1'-((2-bromophenyl)sulfonyl)-7'-fluoro-3'-hydroxy-3-phenyl-5H-spiro[furan-2,2'-indoline]-5-one BrC1=C(C=CC=C1)S(=O)(=O)N1[C@]2([C@H](C3=CC=CC(=C13)F)O)OC(C=C2C2=CC=CC=C2)=O